CC1C=2C(=CC=NC2CCN1)N 5-methyl-5,6,7,8-tetrahydro-1,6-naphthyridin-4-amine